BrC1=C2OCCCC3=C(NC(C(S1)=C23)=O)C2OC2 2-bromo-7-(oxiran-2-yl)-12-oxa-3-thia-6-azatricyclo[6.4.1.04,13]trideca-1,4(13),7-trien-5-one